C(C)[N+]1(CN(C2=C1C=CC=C2)CC)C(=O)[O-] 1,3-diethyl-1H-benzimidazoliumcarboxylate